CC1=C(C=2NC=CC2S1)C(=O)O 2-methyl-4H-thieno[3,2-b]Pyrrole-3-carboxylic acid